C(C1=CC=CC=C1)OCC(CO)CCCO[Si](C)(C)C(C)(C)C 2-((benzyloxy)methyl)-5-((tert-butyldimethylsilyl)oxy)pentan-1-ol